4-(3-Bromophenylamino)-2'-(3,5-dimethylphenyl)spiro[cyclohexane-1,1'-indene]-4-carboxylic acid BrC=1C=C(C=CC1)NC1(CCC2(C(=CC3=CC=CC=C23)C2=CC(=CC(=C2)C)C)CC1)C(=O)O